1,1-dimethylhexylamine CC(CCCCC)(C)N